1-(3,5-dibromo-1,2,4-triazol-1-yl)propan-2-Ol BrC1=NN(C(=N1)Br)CC(C)O